vinyltri(β-methoxyethoxy)silane C(=C)[Si](OCCOC)(OCCOC)OCCOC